[Ni+2].C(\C=C/C(=O)[O-])(=O)[O-] Maleic acid nickel salt